4-((3-(2-((6-bromopyridin-2-yl)oxy)ethoxy)phenyl)ethynyl)-N1-methyl-2,7-naphthyridine-1,6-diamine BrC1=CC=CC(=N1)OCCOC=1C=C(C=CC1)C#CC1=CN=C(C2=CN=C(C=C12)N)NC